nitrocyanamide [N+](=O)([O-])NC#N